(4aR,8aS)-6-(3-(4-Hydroxy-2-(trifluoromethyl)phenethyl)azetidine-1-carbonyl)hexahydro-2H-pyrido[4,3-b][1,4]oxazin-3(4H)-one OC1=CC(=C(CCC2CN(C2)C(=O)N2C[C@@H]3[C@@H](OCC(N3)=O)CC2)C=C1)C(F)(F)F